(R)-N-(2-(4-meth-ylpiperazin-1-yl)-5-((6-(3-(3-phenoxyphenyl)isoxazolidin-2-yl)pyrimidin-4-yl)amino)-6-(2,2,2-trifluoro-ethoxy)pyridin-3-yl)acrylamide CN1CCN(CC1)C1=NC(=C(C=C1NC(C=C)=O)NC1=NC=NC(=C1)N1OCC[C@@H]1C1=CC(=CC=C1)OC1=CC=CC=C1)OCC(F)(F)F